methyl-2,3-benzothiazoline CC1SNC2=C1C=CC=C2